4-bis(imidazol-1-yl)butane CCCC(N1C=CN=C1)N2C=CN=C2